N-(3-cyano-4-methyl-1H-indol-7-yl)-1-(2-methylsulfonylethyl)pyrazole-4-sulfonamide C(#N)C1=CNC2=C(C=CC(=C12)C)NS(=O)(=O)C=1C=NN(C1)CCS(=O)(=O)C